propyl 2-[[(2S,4S)-4-(tert-butoxycarbonylamino)-1-methyl-pyrrolidine-2-carbonyl]amino]-4-methyl-thiazole-5-carboxylate C(C)(C)(C)OC(=O)N[C@H]1C[C@H](N(C1)C)C(=O)NC=1SC(=C(N1)C)C(=O)OCCC